C(C)(=O)C=1C=CC(N(C1)C)=O 5-acetyl-1-methyl-pyridin-2-one